N,N'-di-[3-(p-mesitylenesulfonyloxy)phenyl]urea C1(=CC(=C(C(=C1)C)S(=O)(=O)OC=1C=C(C=CC1)NC(=O)NC1=CC(=CC=C1)OS(=O)(=O)C1=C(C=C(C=C1C)C)C)C)C